ClC=1C=C2C(=CN1)N(C(=C2)C=2C(=NC=CC2)OC([2H])([2H])[2H])C 5-chloro-2-(2-(methoxy-d3)pyridin-3-yl)-1-methyl-1H-pyrrolo[2,3-c]pyridine